[Br-].C(CCCCCCCCCCC)[N+](C)(C)CCCCCCCCCCCC di(dodecyl)dimethyl-ammonium bromide